cyclohexylidenebis[2-cyclohexyl-6-[(2-hydroxy-5-methylphenyl)methyl]phenol] C1(CCCCC1)(C=1C(=C(C(=CC1)CC1=C(C=CC(=C1)C)O)O)C1CCCCC1)C=1C(=C(C(=CC1)CC1=C(C=CC(=C1)C)O)O)C1CCCCC1